1,2,3,4,5,7-naphthalenehexacarboxylic acid C1(=C(C(=C(C=2C(=CC(=CC12)C(=O)O)C(=O)O)C(=O)O)C(=O)O)C(=O)O)C(=O)O